C(C)(C)(C)OC(=O)N1CCN(CC1)C=1C=C2C(N(C(C2=CC1)=O)C1C(NC(CC1)=O)=O)(C)O 4-[2-(2,6-Dioxopiperidin-3-yl)-3-hydroxy-3-methyl-1-oxo-2,3-dihydro-1H-isoindol-5-yl]piperazine-1-carboxylic acid tert-butyl ester